N1=CNC2=C1C=CC(=C2)C(=O)N2CC1=CC(=C(C(=C1CC2)Cl)C(=O)N[C@H](C(=O)O)CNC(N[C@@H]2C=CC1=CC=CC=C21)=O)Cl (2S)-2-[[2-(3H-benzimidazole-5-carbonyl)-5,7-dichloro-3,4-dihydro-1H-isoquinoline-6-carbonyl]amino]-3-[[(1R)-inden-1-yl]carbamoylamino]propanoic acid